tert-butyl 7-((5-((3s,4s)-4-fluoro-3-hydroxypiperidin-1-yl)pyridin-2-yl)amino)-4-(imidazo[1,2-a]pyrazin-3-yl)-1-oxoisoindoline-2-carboxylate F[C@@H]1[C@H](CN(CC1)C=1C=CC(=NC1)NC=1C=CC(=C2CN(C(C12)=O)C(=O)OC(C)(C)C)C1=CN=C2N1C=CN=C2)O